(R)-1-(3-Chloro-5-fluoro-4-(5-methyl-1-(morpholin-2-ylmethyl)-1H-benzo[d]imidazole-2-yl)phenyl)pyrrolidin-2-one ClC=1C=C(C=C(C1C1=NC2=C(N1C[C@H]1CNCCO1)C=CC(=C2)C)F)N2C(CCC2)=O